C1(CC1)C=1N=C2N(C=C(N=C2)C2=CC(=C(C=C2)F)C(F)(F)F)C1C1=C(C=C(C=C1F)OP(O)(O)=O)F phosphoric acid mono-{4-[2-cyclopropyl-6-(4-fluoro-3-trifluoromethyl-phenyl)-imidazo[1,2-a]pyrazin-3-yl]-3,5-difluoro-phenyl} ester